[Br-].C1(CCCCC1)SCC(CC1=CC=CC=C1)N1C=[N+](C=C1)CCCBr N-(1-cyclohexylmercapto-3-phenyl-2-propyl)-N'-(3-bromopropyl)-imidazolium bromide